tert-Butyl 3-amino-1H,4H,6H,7H-pyrazolo[4,3-c]pyridine-5-carboxylate NC1=NNC2=C1CN(CC2)C(=O)OC(C)(C)C